4-((3-((3-(pyridin-4-ylamino)phenyl)carbamoyl)phenyl)amino)quinoline-6-carboxylic acid N1=CC=C(C=C1)NC=1C=C(C=CC1)NC(=O)C=1C=C(C=CC1)NC1=CC=NC2=CC=C(C=C12)C(=O)O